S1C=NC2=C1C=C(C=C2)OC2=CC(=C(C=C2C)NC2=NC=NC1=CC(=C(C=C21)NC(/C(=C/[C@@H]2N(CCC2)C)/F)=O)OC)OC (R,Z)-N-(4-((4-(benzo[d]thiazol-6-yloxy)-2-methoxy-5-methylphenyl)amino)-7-methoxyquinazolin-6-yl)-2-fluoro-3-(1-methylpyrrolidin-2-yl)acrylamide